BrC=1C=C(C=C(C1)OC)NC(=S)NC(C1=CC=CC=C1)=O N-[(3-bromo-5-methoxy-phenyl)carbamothioyl]benzamide